Cl.FC1(CC(CCC1)N)F 3,3-difluorocyclohexylamine hydrochloride